C(#C)C1=CC=C(S1)C(=O)O 5-ethynylthiophene-2-carboxylic Acid